[N+](=O)([O-])[O-].[Na+].C(CO)O ethylene glycol sodium nitrate